ClC=1C(=NC(=NC1)NC=1SC2=C(CCN(CC2)C(=O)C2CCOCC2)N1)NC1=C(C=CC=C1)P(=O)(C)C (2-((chloro-4-((2-(dimethylphosphoryl)phenyl)amino)pyrimidin-2-yl)amino)-7,8-dihydro-4H-thiazolo[4,5-d]azepine-6(5H)-yl)(tetrahydro-2H-pyran-4-yl)methanone